NC=1C2=C(N=CN1)N(C(=C2C2=CC(=C(C=C2)N=S2(CCCCC2)=O)F)C2=C(C=C(C=C2)C=C(C(=O)N)C)OC)C (4-(4-amino-5-(3-fluoro-4-((1-oxotetrahydro-2H-1λ6-thiopyran-1-ylidene)amino)phenyl)-7-methyl-7H-pyrrolo[2,3-d]pyrimidin-6-yl)-3-methoxyphenyl)methacrylamide